Methyl (2R)-aziridine-2-carboxylate N1[C@H](C1)C(=O)OC